BrC1=CC=C2C(=NN(C2=C1)C)NCCC(=O)N 3-((6-bromo-1-methyl-1H-indazol-3-yl)amino)propanamide